3,6-dihydroxyhexanoic acid OC(CC(=O)O)CCCO